C(CC=C)NC(C1=C(C=CC=C1)C)=O N-(but-3-en-1-yl)-2-methylbenzamide